C(C)C1=NN(C2=C1C(NCC1(CCOCC1)C2)=O)C[C@H](COC(C2=CC=C(C=C2)S(N(C)C)(=O)=O)=O)C 4-(dimethylsulfamoyl)benzoic acid [(2R)-3-(3-ethyl-4-oxo-spiro[6,8-dihydro-5H-pyrazolo[4,3-c]azepin-7,4'-tetrahydropyran]-1-yl)-2-methyl-propyl] ester